C(C)(C)(C)OOC1(CC(CC(C1)C)(C)C)OOC(C)(C)C di(tert-butyl-peroxy)3,3,5-trimethylcyclohexane